C=CC1=CC=CC=C1 styren